C1(=CC=CC2=CC=CC=C12)CC(=O)S(=O)(=O)C1=CC=CC=C1 naphthyl-benzenesulfonyl-ethanone